NCCOCCOCCN1CCN(CC1)C1CCC(CC1)N1C=C(C2=C1N=CN=C2N)C2=CC=C(C=C2)OC2=CC=CC=C2 7-((1s,4s)-4-(4-(2-(2-(2-aminoethoxy)ethoxy)ethyl)piperazin-1-yl)cyclohexyl)-5-(4-phenoxyphenyl)-7H-pyrrolo[2,3-d]pyrimidin-4-amine